ClC1=C(COC2=CC3=C(C(/C(/O3)=C/C3=CN(C4=CC=CC=C34)CC)=O)C=C2)C(=CC=C1)Cl (2Z)-6-[(2,6-dichlorobenzyl)oxy]-2-[(1-ethyl-1H-indol-3-yl)methylene]-1-benzofuran-3(2H)-one